(Z)-2-(7-fluoro-2-oxoindolin-3-ylidene)-N-(4-(trifluoromethyl)phenyl)hydrazinecarbothioamide FC=1C=CC=C2/C(/C(NC12)=O)=N/NC(NC1=CC=C(C=C1)C(F)(F)F)=S